(E)-3-(2-(dodecylthio)phenyl)-N-(prop-2-yn-1-yl)prop-2-en-1-amine C(CCCCCCCCCCC)SC1=C(C=CC=C1)/C=C/CNCC#C